isooctyl 3,5-di-tert-butyl-4-hydroxy-benzylmercaptoacetate C(C)(C)(C)C=1C=C(CSCC(=O)OCCCCCC(C)C)C=C(C1O)C(C)(C)C